4-((2'S,3S,4'S,5'R)-5-chloro-4'-(2-chlorophenyl)-1-(4-(methylsulfonyl)benzyl)-2'-Neopentylspiro[indoline-3,3'-pyrrolidine]-5'-carboxamido)-3-methoxybenzoic acid ClC=1C=C2C(=CC1)N(C[C@@]21[C@@H](N[C@H]([C@@H]1C1=C(C=CC=C1)Cl)C(=O)NC1=C(C=C(C(=O)O)C=C1)OC)CC(C)(C)C)CC1=CC=C(C=C1)S(=O)(=O)C